ClC1=CC=C(C=C1)C[C@H]1[C@@]([C@@](CC1)(C(=O)OC)C)(CN1N=CN=C1)O methyl (1R,2R,3S)-3-[(4-chlorophenyl)methyl]-2-hydroxy-1-methyl-2-(1H-1,2,4-triazol-1-ylmethyl)cyclopentanecarboxylate